[N+](=O)([O-])C1=C(C=CC=C1)NC1CC(C1)NC(OC(C)(C)C)=O tert-butyl ((1s,3s)-3-((2-nitrophenyl)amino)cyclobutyl)carbamate